6-(2,6-Difluorophenyl)-4-((4-((tetrahydro-2H-pyran-4-yl)carbamoyl)phenyl)amino)pyridazine-3-carboxamide FC1=C(C(=CC=C1)F)C1=CC(=C(N=N1)C(=O)N)NC1=CC=C(C=C1)C(NC1CCOCC1)=O